(3-((3S,4S)-4-amino-3-methyl-2-oxa-8-azaspiro[4.5]decan-8-yl)-6-(((R)-6a,7,9,10-tetrahydro-6H-[1,4]oxazino[4,3-d]pyrido[3,2-b][1,4]oxazin-4-yl)thio)pyrazin-2-yl)methanol N[C@@H]1[C@@H](OCC12CCN(CC2)C=2C(=NC(=CN2)SC2=CC=NC1=C2OC[C@@H]2N1CCOC2)CO)C